C1(=CC=C(C=C1)C1=CC(=CC(=N1)N)SC)C1=CC=CC=C1 6-([1,1'-biphenyl]-4-yl)-4-(methylthio)pyridin-2-amine